(1S,3S)-N1-(4-(3-isopropyl-2H-indazol-5-yl)pyrimidin-2-yl)cyclopentane-1,3-diamine HCl salt Cl.C(C)(C)C=1NN=C2C=CC(=CC12)C1=NC(=NC=C1)N[C@@H]1C[C@H](CC1)N